ClC1=NC=CC(=C1)C(=O)N1CC(C1)CN1C(=NC2=C1C(=CC(=C2)C(=O)N2C1CCC(C2)[C@H]1N)OC)C=1N(C2=CC=CC=C2C1)CC1CC1 (7R)-2-(1-{[1-(2-chloropyridine-4-carbonyl)azetidin-3-yl]methyl}-2-[1-(cyclopropylmethyl)-1H-indol-2-yl]-7-methoxy-1H-1,3-benzodiazole-5-carbonyl)-2-azabicyclo[2.2.1]heptan-7-amine